6'-benzyl 1-tert-butyl 4'-((R)-1-(2-fluoro-3-(trifluoromethyl) phenyl) ethylamino)-2'-methylspiro[pyrrolidine-3,7'-pyrrolo[3,4-d]pyrimidine]-1,6'(5'H)-dicarboxylate FC1=C(C=CC=C1C(F)(F)F)[C@@H](C)NC=1C2=C(N=C(N1)C)C1(N(C2)C(=O)OCC2=CC=CC=C2)CN(CC1)C(=O)OC(C)(C)C